FC(CN1N=CC=2C1=NC(=NC2)N2CC1(CN(C1)C1=NC(=NC(=C1)C)C(F)(F)F)CC2)(C)F 1-(2,2-difluoropropyl)-6-(2-(6-methyl-2-(trifluoromethyl)pyrimidin-4-yl)-2,6-diazaspiro[3.4]octan-6-yl)-1H-pyrazolo[3,4-d]pyrimidine